2,3,4,5,6-pentafluorobenzenebutanamine FC1=C(C(=C(C(=C1F)F)F)F)CCCCN